eicosanoic acid, behenyl ester C(CCCCCCCCCCCCCCCCCCC)(=O)OCCCCCCCCCCCCCCCCCCCCCC